(S)-ethyl 8-(2-amino-6-((R)-1-(4'-(ethoxycarbonyl)-4-(3-methyl-1H-pyrazol-1-yl)-[1,1'-biphenyl]-3-yl)-2,2,2-trifluoroethoxy)pyrimidin-4-yl)-2,8-diazaspiro[4.5]decane-3-carboxylate NC1=NC(=CC(=N1)N1CCC2(C[C@H](NC2)C(=O)OCC)CC1)O[C@@H](C(F)(F)F)C=1C=C(C=CC1N1N=C(C=C1)C)C1=CC=C(C=C1)C(=O)OCC